(3R)-3-(3,3-difluorobutyl)-5-(5,5-difluorooctahydropentalen-2-yl)-8-methoxy-2-methyl-7-(trifluoromethyl)-2,3,4,5-tetrahydrobenzo[f][1,2,5]thiadiazepine 1,1-dioxide FC(CC[C@H]1N(S(C2=C(N(C1)C1CC3CC(CC3C1)(F)F)C=C(C(=C2)OC)C(F)(F)F)(=O)=O)C)(C)F